methyl-amino-morpholino-carbenium hexafluorophosphate F[P-](F)(F)(F)(F)F.C[C+](N1CCOCC1)N